4-[(3-aminopropylamino)methyl]-N-[5-[4-[6-chloro-4-(trifluoromethyl)-2-pyridinyl]piperazin-1-yl]sulfonyl-2-pyridinyl]benzamide NCCCNCC1=CC=C(C(=O)NC2=NC=C(C=C2)S(=O)(=O)N2CCN(CC2)C2=NC(=CC(=C2)C(F)(F)F)Cl)C=C1